2-nitro-4,5-dimethoxybenzonitrile [N+](=O)([O-])C1=C(C#N)C=C(C(=C1)OC)OC